CN(C)CCCl N,N-dimethylaminoethyl chloride